C(C=C)(=O)N1C[C@@H]2COC3=C(C(N2CC1)=O)C(=NC(=C3Cl)C3=C(C=CC=C3O)F)N3CC(N(CC3)CCOC)(C)C (6aR)-8-acryloyl-4-chloro-3-(2-fluoro-6-hydroxyphenyl)-1-(4-(2-methoxyethyl)-3,3-dimethylpiperazin-1-yl)-6,6a,7,8,9,10-hexahydro-12H-pyrazino[2,1-c]pyrido[3,4-f][1,4]oxazepin-12-one